Tert-butyl 5-oxocyclopenta[c]pyrrole-2(1H)-carboxylate O=C1C=C2C(CN(C2)C(=O)OC(C)(C)C)=C1